BrC1=CC=C2C(=CC(=NC2=C1)[C@@H]1[C@H](C1)C1=NC=CC(=N1)C)N1CC(C1)O 1-(7-bromo-2-((1S,2S)-2-(4-methylpyrimidin-2-yl)cyclopropyl)quinolin-4-yl)azetidin-3-ol